3-(7-{[(4R)-8-chloro-4-ethyl-7-fluoro-1,1-dioxo-3,4-dihydro-2H-5,1,2-benzoxathiazepin-2-yl]methyl}-2,3-dihydro-1H-inden-5-yl)-3-(1,4-dimethyl-1H-benzotriazol-5-yl)propanoic acid ClC1=CC2=C(O[C@@H](CN(S2(=O)=O)CC=2C=C(C=C3CCCC23)C(CC(=O)O)C2=C(C3=C(N(N=N3)C)C=C2)C)CC)C=C1F